LAUROYLLYSIN C(CCCCCCCCCCC)(=O)N[C@@H](CCCCN)C(=O)O